N-((1s,3s)-3-(6-((3-((1-(2-(2,6-dioxopiperidin-3-yl)-1,3-dioxoisoindolin-4-yl)piperidin-4-yl)methoxy)benzyl)amino)-9H-purin-9-yl)cyclobutyl)-6-methylpicolinamide O=C1NC(CC[C@@H]1N1C(C2=CC=CC(=C2C1=O)N1CCC(CC1)COC=1C=C(CNC2=C3N=CN(C3=NC=N2)C2CC(C2)NC(C2=NC(=CC=C2)C)=O)C=CC1)=O)=O